BrC1=C2N=C(C=NC2=CC=C1OC=1C=CC(=C(N)C1)[N+](=O)[O-])C=1C=NN(C1)CC1CC(C1)(F)F 5-((5-bromo-3-(1-((3,3-difluorocyclobutyl)methyl)-1H-pyrazol-4-yl)quinoxalin-6-yl)oxy)-2-nitroaniline